C1=CC(=C(C=C1C2=C(C(=O)C3=C(C=C(C=C3O2)O[C@H]4[C@@H]([C@H]([C@@H]([C@H](O4)CO)O)O)O)O)CO)O)O The molecule is a homoflavonoid glycoside that is ophioglonol attached to a beta-D-glucopyranosyl residue at position 7 via a glycosidic linkage. It has been isolated from Ophioglossum pedunculosum. It has a role as a metabolite and a plant metabolite. It is a beta-D-glucoside, a homoflavonoid glycoside, a hydroxy homoflavonoid and a monosaccharide derivative. It derives from an ophioglonol.